1-bromo-4-chloro-2-(2,2-diethoxyethoxy)benzene Tert-butyl-(R)-2-(2-(2-isopropylphenyl)-4-(4-methoxybenzyl)piperazin-1-yl)-7-azaspiro[3.5]nonane-7-carboxylate C(C)(C)(C)OC(=O)N1CCC2(CC(C2)N2[C@@H](CN(CC2)CC2=CC=C(C=C2)OC)C2=C(C=CC=C2)C(C)C)CC1.BrC1=C(C=C(C=C1)Cl)OCC(OCC)OCC